3-[3,4-Bis(phenylmethoxy)phenyl]-1-[2-hydroxy-4,6-bis(methoxymethoxy)phenyl]prop-2-en-1-one C1(=CC=CC=C1)COC=1C=C(C=CC1OCC1=CC=CC=C1)C=CC(=O)C1=C(C=C(C=C1OCOC)OCOC)O